C(CCC)[N+]12CCC(CC1)CC2 butyl-1-azabicyclo[2.2.2]octanium